IC1=C(C=C(C(=C1)C1=CC=C(C=C1)C1=CC=CC=C1)I)C1=CC=C(C=C1)C1=CC=CC=C1 2'',5''-diiodo-1,1':4',1'':4'',1''':4''',1''''-quinquephenyl